TRIETHOXYCAPRYLYLSILANE tert-butyl-N-[3,4-dichloro-2-[(2,6-difluoro-3-methoxy-phenyl)-hydroxy-methyl]phenyl]carbamate C(C)(C)(C)OC(NC1=C(C(=C(C=C1)Cl)Cl)C(O)C1=C(C(=CC=C1F)OC)F)=O.C(C)OC(CCCCCCC(=O)[SiH3])(OCC)OCC